Cl.N1CCC(CC1)C1=CN(C2=C1C=NC=C2)S(=O)(=O)CC2=CC=CC=C2 3-(piperidin-4-yl)-1-toluenesulfonyl-1H-pyrrolo[3,2-c]Pyridine hydrochloride